IC=1SC2=C(C1)CCC(C2)N(C(OC(C)(C)C)=O)C tert-butyl N-(2-iodo-4,5,6,7-tetrahydrobenzothiophen-6-yl)-N-methylcarbamate